C(C)OCCNC1=NC(=NN1C1=CC=C(C=C1)OC(F)(F)F)C1=CC=C(C=O)C=C1 4-[5-(2-ethoxyethylamino)-1-[4-(trifluoromethoxy)phenyl]-1,2,4-triazol-3-yl]benzaldehyde